(2,4-dioxo-1,3-diazin-1-yl)-4-fluorobenzoic acid O=C1N(C=CC(N1)=O)C1=C(C(=O)O)C=CC(=C1)F